3-bromo-N-(tert-butyl)-6-fluoro-2-methylbenzenesulfonamide BrC=1C(=C(C(=CC1)F)S(=O)(=O)NC(C)(C)C)C